C[Si](O[SiH](C)C)(O[SiH](C)C)C Dimethyl-bis(dimethylsilyloxy)silane